ClCC=1C=C(N=NC1)NC1C(NC(CC1)=O)=O 3-((5-(Chloromethyl)pyridazin-3-yl)amino)piperidine-2,6-dione